BrC1=C(C=CC=C1[N+](=O)[O-])C(F)F 2-bromo-1-(difluoromethyl)-3-nitrobenzene